ClC=1C=C(C=CC1F)NC(N([C@@H](C)C1=NN(C(C2=CC(=C(C=C12)F)F)=O)C)CCS(=O)(=O)NC(NC1=CC(=C(C=C1)F)Cl)=O)=O (S)-2-(3-(3-chloro-4-fluorophenyl)-1-(1-(6,7-difluoro-3-methyl-4-oxo-3,4-dihydrophthalazin-1-yl)ethyl)ureido)-N-((3-chloro-4-fluorophenyl)carbamoyl)ethane-1-sulfonamide